CC=1OC(=C(N1)C)CCOC1=CC=C(C=C1)[N+](=O)[O-] 2,4-dimethyl-5-(2-(4-nitrophenoxy)ethyl)oxazole